4-(2-chloro-6-methoxyphenyl)-6-methylnicotinic acid ClC1=C(C(=CC=C1)OC)C1=CC(=NC=C1C(=O)O)C